C(CCC)C1CCCCC(=O)O1 6-butyl-ε-caprolactone